C(CC(=O)C)(=O)OC(C)C iso-propyl acetoacetate